CC1=CC=C(C(=C1)C1=CC=CC=C1)N 5-methyl-[1,1'-biphenyl]-2-amine